2-vinylnicotinic acid methyl ester COC(C1=C(N=CC=C1)C=C)=O